COC=1C=C2C(C=CC(C2=CC1)=O)=O 6-methoxy-1,4-naphthoquinone